The molecule is a 3',5'-cyclic pyrimidine nucleotide having uridine as the nucleobase. It has a role as a signalling molecule, a mammalian metabolite and a bacterial metabolite. C1[C@@H]2[C@H]([C@H]([C@@H](O2)N3C=CC(=O)NC3=O)O)OP(=O)(O1)O